mercapto-2-(2-naphthyl-methylthio)ethylamine hydrochloride Cl.SNCCSCC1=CC2=CC=CC=C2C=C1